5-(5-((R)-1-(3,5-dimethylpyridazin-4-yl)ethoxy)-1H-indazol-3-yl)-2-((R)-3-hydroxypyrrolidin-1-yl)nicotinonitrile CC=1N=NC=C(C1[C@@H](C)OC=1C=C2C(=NNC2=CC1)C=1C=NC(=C(C#N)C1)N1C[C@@H](CC1)O)C